Desaminohistidin C(CC1=CNC=N1)C(=O)O